3,6-diglycidyl-hexanol C(C1CO1)C(CCO)CCCCC1CO1